(Racemic)-5-(methylsulfonyl)-N-((2-(6-((1-(tetrahydro-2H-pyran-4-yl)ethyl)amino)pyridin-2-yl)-1,6-naphthyridin-7-yl)methyl)nicotinamide CS(=O)(=O)C=1C=NC=C(C(=O)NCC2=NC=C3C=CC(=NC3=C2)C2=NC(=CC=C2)N[C@H](C)C2CCOCC2)C1 |r|